8-Bromo-6-methyl-6H-pyrido[4,3-d]pyrimidine-5-one BrC1=CN(C(C2=C1N=CN=C2)=O)C